di-tert-butyl ((2S,4R)-2-fluoro-5-hydroxypentane-1,4-diyl)dicarbamate F[C@H](CNC(OC(C)(C)C)=O)C[C@H](CO)NC(OC(C)(C)C)=O